3-bromopyrazole BrC1=NNC=C1